[Na+].[Na+].P(=O)(OC1=C(C=C(C=C1)Cl)C(NC1=CC(=CC(=C1)C(F)(F)F)C(F)(F)F)=O)(O)[O-].FC(F)(F)C=1C=C(C=C(C1)C(F)(F)F)NC(=O)C1=C(C=CC(=C1)Cl)OP(=O)(O)[O-] 2-{[3,5-bis(trifluoromethyl) phenyl] carbamoyl}-4-chlorophenyl hydrogen phosphate disodium salt